2-(6-(cyclopropyl((1R,3S,5S)-1,5-dimethyl-8-azabicyclo[3.2.1]octan-3-yl)amino)pyridazin-3-yl)-3-fluoro-5-(6-methoxypyridazin-4-yl)phenol C1(CC1)N(C1=CC=C(N=N1)C1=C(C=C(C=C1F)C1=CN=NC(=C1)OC)O)C1C[C@]2(CC[C@@](C1)(N2)C)C